NC1=CC=C(C=C1)NC(C1=CC=C(C(=O)NC2=CC=C(C=C2)N)C=C1)=O N,N'-bis-(4-amino-phenyl)-terephthalamide